[N+](=[N-])=CC(CC[C@@H](C(=O)OC1CCNCC1)NC([C@H](C)OC)=O)=O piperidin-4-yl (S)-6-diazo-2-((S)-2-methoxypropanamido)-5-oxohexanoate